7-Chloro-2-(4-methoxybenzyl)-1-methyl-1,5-dihydro-4H-imidazo[4,5-c]quinoline ClC=1C=CC=2C3=C(CNC2C1)N=C(N3C)CC3=CC=C(C=C3)OC